C(C1=CC=CC=C1)N1C(C2=C(C=3C=CC=NC13)CCN(C2)CC2=CN=C(S2)C)=O 6-benzyl-3-((2-methylthiazol-5-yl)methyl)-2,3,4,6-tetrahydropyrido[3,4-c][1,8]naphthyridin-5(1H)-one